FC1=C(C(=C(C(=C1F)F)F)F)C1=NC(=C(C(=N1)C)OC)C 2-(perfluorophenyl)methoxy(4,6-dimethyl)pyrimidine